CN(/C=C(/C(=O)C1=CC=C(C2=CC=CC=C12)OC)\C1=CC(=CC=C1)F)C (E)-3-(dimethylamino)-1-(4-methoxynaphthalene-1-yl)-2-(3-fluorophenyl)prop-2-ene-1-one